COC1=CC=C2C(=NC=NC2=C1N1N=NC=C1)N1CCC(CC1)CCP(O)(O)=O (2-(1-(7-methoxy-8-(1H-1,2,3-triazol-1-yl)quinazolin-4-yl)piperidin-4-yl)ethyl)phosphonic acid